N[C@H](CC(=O)O)C1=C(C(=NC=C1)NC1=C(C(=CC=C1)C1=NC=CC(=C1Cl)C1=NC(=C(C=C1)CNC[C@H]1NC(CC1)=O)OC)Cl)F (R)-3-amino-3-(2-((2-chloro-3-(3'-chloro-6-methoxy-5-(((((S)-5-oxopyrrolidin-2-yl)methyl)amino)methyl)-[2,4'-bipyridin]-2'-yl)phenyl)amino)-3-fluoropyridin-4-yl)propanoic acid